O-(7-Aza-1-benzotriazolyl)-N,N,N',N'-tetramethyluronium hexafluorophosphat F[P-](F)(F)(F)(F)F.N1(N=NC2=C1N=CC=C2)OC(=[N+](C)C)N(C)C